6-chloro-1,2,3,4-tetrahydronaphthalen-1-ol ClC=1C=C2CCCC(C2=CC1)O